CC[C@H](C)C(=O)O (s)-(+)-2-methylbutyric acid